C(C)N1N=C(C=C1C(=O)NC1=NC2=C(N1)C(=CC(=C2)C(=O)N)OCC2CC2)C 2-(1-ethyl-3-methyl-1H-pyrazole-5-carboxamido)-7-cyclopropylmethoxy-1H-benzo[d]imidazole-5-carboxamide